NCCCN(C1=C(C(=C(C(=N1)SC(C(=O)N)C1=CC=CC=C1)C#N)C1CC1)C#N)C 2-((6-((3-aminopropyl)(methyl)amino)-3,5-dicyano-4-cyclopropylpyridin-2-yl)sulfanyl)-2-phenylacetamide